5-bromo-2-(difluoromethoxy)benzonitrile BrC=1C=CC(=C(C#N)C1)OC(F)F